4-(hydroxymethyl)-7,7-dimethyl-5H,6H-cyclopenta[b]pyridine-2-carboxylic acid methyl ester COC(=O)C1=CC(=C2C(=N1)C(CC2)(C)C)CO